O=C1NC(CCC1C1=CC(=C(C=C1F)N1CCN(CC1)C(=O)OC(C)(C)C)F)=O tert-Butyl 4-(4-(2,6-dioxopiperidin-3-yl)-2,5-difluorophenyl)piperazine-1-carboxylate